C(N)(=O)C=1C(=NC(=C(N1)CC)C1CC1)NC=1C=C(CCNC([C@H](C)N(C(OC(C)(C)C)=O)C([2H])([2H])[2H])=O)C=CC1 tert-butyl (S)-(1-((3-((3-carbamoyl-6-cyclopropyl-5-ethylpyrazin-2-yl)amino)phenethyl)amino)-1-oxopropan-2-yl)(methyl-d3)carbamate